ClC1=NN(C2=NC(=CN=C21)Cl)[C@@H](C)C=2C(=NC=CC2)F (S)-3,6-dichloro-1-(1-(2-fluoropyridin-3-yl)ethyl)-1H-pyrazolo[3,4-b]Pyrazine